C1=CC=CC=2C3=CC=CC=C3C(C12)COC(=O)N[C@H](CCCC)C(=O)O N-(9-fluorenylmethoxycarbonyl)-D-norleucine